N-tertiary butyl-nitrogen antimony [Sb].C(C)(C)(C)[N]